C(C1=CC=CC=C1)N1CC2(CCC(C1)N2C(=O)OC(C)(C)C)CO tert-butyl 3-benzyl-1-(hydroxymethyl)-3,8-diazabicyclo[3.2.1]octane-8-carboxylate